(5-chloro-1H-indol-3-yl)-N-(3,5-dichlorophenyl)acetamide ClC=1C=C2C(=CNC2=CC1)CC(=O)NC1=CC(=CC(=C1)Cl)Cl